COC(=O)C1CC2(CC(C2)N2CCN(CC2)C(=O)OCC2=CC=CC=C2)C1 benzyl 4-(6-methoxycarbonylspiro[3.3]heptan-2-yl)piperazine-1-carboxylate